Cl.ClC=1N=NC(=CC1N1[C@@H](CNCC1)C)Cl (R)-3,6-dichloro-4-(2-methylpiperazin-1-yl)pyridazine hydrochloride